1,2,3-tri(2-cyanoethoxy)propane C(#N)CCOCC(COCCC#N)OCCC#N